C(C(=C)C)(=O)OCCCCCCCCCOC(C=C)=O 9-(acryloyloxy)-nonyl methacrylate